C(C#C)NC=1C(=CC=CC1)N N1-(prop-2-yn-1-yl)benzene-1,2-diamine